ClC1=CC=C(C(=O)NC(C)C2=NC=3CCCN(C3C=C2)C2=CN=C(S2)C)C=C1 4-chloro-N-(1-(5-(2-methylthiazol-5-yl)-5,6,7,8-tetrahydro-1,5-naphthyridin-2-yl)ethyl)benzamide